(2-fluoro-5-(pyridin-2-yl)phenyl)boronic acid FC1=C(C=C(C=C1)C1=NC=CC=C1)B(O)O